FC=1C=C2C=C(NC2=CC1OCC1=NOC=C1)CNC(=O)N1C(CCC1)C N-((5-fluoro-6-(isoxazol-3-ylmethoxy)-1H-indol-2-yl)methyl)-2-methylpyrrolidine-1-carboxamide